2,2,2-trifluoro-1-(2-{[3-(4-fluorophenyl)-5-methyl-1,2-oxazol-4-yl]methoxy}-5,6,7,8-tetrahydro-1,6-naphthyridin-6-yl)ethan-1-one FC(C(=O)N1CC=2C=CC(=NC2CC1)OCC=1C(=NOC1C)C1=CC=C(C=C1)F)(F)F